4-Methylheptane-3,5-dione CC(C(CC)=O)C(CC)=O